methyl 6-bromomethylpicolinate BrCC1=CC=CC(=N1)C(=O)OC